methyl (E)-2-(2-(4-phenoxypyridin-2-yloxy)phenyl)-3-methoxyacrylate O(C1=CC=CC=C1)C1=CC(=NC=C1)OC1=C(C=CC=C1)/C(/C(=O)OC)=C\OC